C(CCCCCCCC)N(CCN(CC(=O)N1CCC(CC1)CCC(N(CCCCCCCCC)CCCCCCCCC)C(=O)[O-])CCCCCCCCC)CCCCCCCCC 2-(1-(N-(2-(Dinonylamino)ethyl)-N-nonylglycyl)piperidin-4-yl)ethyldinonylglycinate